N[C@H](CCC)C(=O)O D-Norvaline